[4-(methylsulfonylmethyl)phenyl]methanamine CS(=O)(=O)CC1=CC=C(C=C1)CN